N-hydroxy-4-((4-methyl-2-phenylthiazol-5-yl)methyl)-3-oxo-3,4-dihydro-2H-benzo[b][1,4]oxazine-6-carboxamide ONC(=O)C1=CC2=C(OCC(N2CC2=C(N=C(S2)C2=CC=CC=C2)C)=O)C=C1